1,4-bis-(4-piperidinyl)-butane N1CCC(CC1)CCCCC1CCNCC1